C[C@@H]1O[C@@H](CN(C1)C=1C=CC(=NC1)C=1C=NC(=CC1NC1=CC(=CC=C1)S(=O)(=O)C)NC(C)=O)C N-(5-((cis)-2,6-dimethylmorpholino)-4'-((3-(methylsulfonyl)phenyl)amino)-[2,3'-bipyridin]-6'-yl)acetamide